CN1N=CC(=C1)C=1N=C(C=2N(C1)N=CC2)OC[C@@H]2CN(CCC2)C(=O)OC(C)(C)C tert-butyl (3S)-3-[[6-(1-methylpyrazol-4-yl)pyrazolo[1,5-a]pyrazin-4-yl]oxymethyl]piperidine-1-carboxylate